C(C)(C)(C)C=1C=C(C=C(C1O)C(C)(C)C)CCC(=O)NC(CC)NC(CCC1=CC(=C(C(=C1)C(C)(C)C)O)C(C)(C)C)=O N,N'-bis(3-(3,5-di-tert-butyl-4-hydroxyphenyl)propionyl)propanediamine